C1(CC1)C([C@@H](C(=O)NC1=NC(=C(C=C1)C=1C(=NNC1C)C)F)NC(=O)C=1N(N=CC1)CCCO)C1CC1 N-[(1S)-1-(dicyclopropylmethyl)-2-[[5-(3,5-dimethyl-1H-pyrazol-4-yl)-6-fluoro-2-pyridyl]amino]-2-oxo-ethyl]-2-(3-hydroxypropyl)pyrazole-3-carboxamide